C=CCCCC(CCCC=C)O undec-1,10-diene-6-ol